C(C)C=1SC2=C(C1NC(NS(N(C1CN(CCC1)C)C=1C=NN(C1)C)(=O)=O)=O)CCCC2 3-(2-Ethyl-4,5,6,7-tetrahydro-1-benzothien-3-yl)-1-[(1-methyl-1H-pyrazol-4-yl)(1-methylpiperidin-3-yl)sulfamoyl]urea